3-(3-(2-((6-bromopyridin-2-yl)amino)-2-oxoethyl)-3-cyclopropylureido)-1H-indole-1-carboxamide BrC1=CC=CC(=N1)NC(CN(C(NC1=CN(C2=CC=CC=C12)C(=O)N)=O)C1CC1)=O